P(=O)(O)(O)OC=1C(=C2C=CC=CC2=CC1)C1=CC=CC2=CC=CC=C12 (S)-(-)-1,1'-binaphthol phosphate